(5-benzyloxydithian-4-yl) [rac-(2S,3S,4R,5R)-5-(2,4-dioxopyrimidin-1-yl)-2-fluoro-3,4-dihydroxy-tetrahydrofuran-2-yl]methyl hydrogen phosphate P(=O)(OC1CSSCC1OCC1=CC=CC=C1)(OC[C@]1(O[C@H]([C@@H]([C@@H]1O)O)N1C(NC(C=C1)=O)=O)F)O |r|